6-(1'-isopropyl-[1,4'-bipiperidin]-4-yl)-1-methyl-2-(4-(methylsulfonyl)phenyl)-1H-imidazo[4,5-c]pyridine C(C)(C)N1CCC(CC1)N1CCC(CC1)C1=CC2=C(C=N1)N=C(N2C)C2=CC=C(C=C2)S(=O)(=O)C